Cl.O1CCC2=C1C(=CC=C2)[C@H](C)N (S)-1-(2,3-Dihydrobenzofuran-7-yl)ethylamine hydrochloride